2-((1-(2-cyano-3-(3,4-dihydro-2H-benzo[4,5]imidazo[2,1-b][1,3]oxazin-8-yl)-7-methylquinolin-5-yl)ethyl)amino)benzoic acid C(#N)C1=NC2=CC(=CC(=C2C=C1C=1C=CC2=C(N=C3OCCCN32)C1)C(C)NC1=C(C(=O)O)C=CC=C1)C